FC=1C(=NC=CC1)CN1CC=C2N1CC[C@H](C(N2C)=O)C2=NC(=NN2)C(=O)NC2CC2 1-[(3-fluoro-2-pyridyl)methyl]-N-(6S)-2-cyclopropyl-4-methyl-5-oxo-7,8-dihydro-6H-pyrazolo[1,5-a][1,3]diazepin-6-yl-1,2,4-triazole-3-carboxamide